tert-butyl 3-({6-[6-methoxy-5-(2-methyl-1,2,3-triazol-4-yl) pyridin-2-yl]pyridazin-3-yl}amino)-8-azabicyclo[3.2.1]octane-8-carboxylate COC1=C(C=CC(=N1)C1=CC=C(N=N1)NC1CC2CCC(C1)N2C(=O)OC(C)(C)C)C2=NN(N=C2)C